S1C(=NC2=C1C=CC=C2)N(N)CC 1-(1,3-benzothiazol-2-yl)-1-ethyl-hydrazine